5-bromo-6-chloro-N-[5-(cyanomethyl)-3-fluoro-6-methoxypyridin-2-yl]-1H-indole-3-sulfonamide BrC=1C=C2C(=CNC2=CC1Cl)S(=O)(=O)NC1=NC(=C(C=C1F)CC#N)OC